FC1=CC(=CC=2N(C(=NC21)C)C2CCN(CC2)C)C2=CNC=1N=C(N=CC12)NCCC(F)(F)F 5-(4-fluoro-2-methyl-1-(1-methylpiperidin-4-yl)-1H-benzo[d]imidazol-6-yl)-N-(3,3,3-trifluoropropyl)-7H-pyrrolo[2,3-d]pyrimidin-2-amine